BrC1=C(C=C(C=C1)F)S(=O)(=O)NC=1C=NC=2CCNC(C2C1)=O 2-bromo-5-fluoro-N-(5-oxo-5,6,7,8-tetrahydro-1,6-naphthyridin-3-yl)benzenesulfonamide